ClC1=C(C(=CC=C1Cl)O)[C@H]1C[C@@H]2N(C([C@H](NC2=O)[C@H](C)O)=O)CC1 (3R,8R,9aS)-8-(2,3-dichloro-6-hydroxyphenyl)-3-[(1S)-1-hydroxyethyl]-hexahydro-2H-pyrido[1,2-a]pyrazine-1,4-dione